C1(=CC=CC=C1)C=CC(=O)C=1SC=CC1 3-phenyl-1-(thien-2-yl)prop-2-en-1-one